(-)-2,3-dimethoxy-1,4-bis(dimethylamino)butane COC(CN(C)C)C(CN(C)C)OC